N-[(3-fluorophenyl)-methyl]-4-methyl-2-(2-methyl-prop-1-enyl)-7-(trifluoromethyl)-quinoline-3-carboxylic acid amide FC=1C=C(C=CC1)CNC(=O)C=1C(=NC2=CC(=CC=C2C1C)C(F)(F)F)C=C(C)C